CC1=C(OC=2CC3(C4=CN(N=C4C21)CC=2C=NC(=CC2)C)CC3)C(=O)OCC ethyl 8'-methyl-2'-[(6-methylpyridin-3-yl) methyl]-2',5'-dihydrospiro[cyclopropane-1,4'-furo[2,3-g]indazole]-7'-carboxylate